ClC1=C(C=CC=C1)C(C)O 1-(2-chlorophenyl)ethane-1-ol